BrC1=C2C(=NC=C1)C(=CS2)C(=O)OC(C)(C)C tert-butyl 7-bromothieno[3,2-b]pyridine-3-carboxylate